C(C)(C)C1=NC(=CC(=C1)C1=C(C=CC=C1)NC1=C(C(=O)O)C=CC=C1)C(C)C 2-((2,6-diisopropyl-4-pyridylphenyl)amino)benzoic acid